ClC1=NC(=CC(=C1)C1=C(C=C(C=C1)Cl)C1=NN=CN1C)OCC 2-chloro-4-[4-chloro-2-(4-methyl-1,2,4-triazol-3-yl)phenyl]-6-ethoxypyridine